3-(((7-(2-aminopyrimidin-4-yl)-2,3-dihydrofuro[3,2-c]pyridin-4-yl)amino)methyl)-4-fluoro-N-(tetrahydro-2H-pyran-4-yl)benzamide NC1=NC=CC(=N1)C=1C2=C(C(=NC1)NCC=1C=C(C(=O)NC3CCOCC3)C=CC1F)CCO2